P(=O)(O)(O)[O-].[Na+].C(C)(=O)N1CCC(CC1)CCNC1=NC(=NC=C1C(=O)N)NC=1C=NN(C1)C 4-[[2-(1-acetylpiperidin-4-yl)ethyl]amino]-2-[(1-methyl-1H-pyrazol-4-yl)amino]pyrimidine-5-carboxamide sodium dihydrogen phosphate